Fmoc-Alaninol C(=O)(OCC1C2=CC=CC=C2C2=CC=CC=C12)N[C@@H](C)CO